(2-fluoro-3-methoxy-6-(4-methyl-1H-1,2,3-triazol-1-yl)phenyl)methanamine FC1=C(C(=CC=C1OC)N1N=NC(=C1)C)CN